(R)-2-chloro-N,N-dimethyl-4-(pyrrolidin-3-ylamino)benzamide ClC1=C(C(=O)N(C)C)C=CC(=C1)N[C@H]1CNCC1